ClC1=NN(C=C1I)CC chloro-1-ethyl-4-iodo-1H-pyrazole